FC1=C(N=CC=2C3=C(C(=NC12)S(=O)C)C=C(N3C3C1CN(C3C1)C(=O)OC(C)(C)C)C)C1=CC(=CC3=CC=CC=C13)OCOC tert-butyl (endo)-5-(6-fluoro-7-(3-(methoxymethoxy)naphthalen-1-yl)-2-methyl-4-(methylsulfinyl)-1H-pyrrolo[3,2-c][1,6]naphthyridin-1-yl)-2-azabicyclo[2.1.1]hexane-2-carboxylate